2-amino-5-bromo-6-propylpyridine NC1=NC(=C(C=C1)Br)CCC